FC(C(C)C(C(=O)OCC(C)(C)C)(CC(=O)OCC(C)(C)C)C)(F)F dineopentyl 2-(1,1,1-trifluoro-2-propyl)-2-methylsuccinate